L-Phenylalanin N[C@@H](CC1=CC=CC=C1)C(=O)O